N1(CCOCC1)C=1C(N(CCC1)C1=CC=C(C=C1)N1C(CCCC1)=O)=O 5,6-dihydro-3-(4-morpholinyl)-1-[4-(2-oxo-1-piperidinyl)phenyl]-2(1H)-pyridinone